2-OXO-indolin O=C1NC2=CC=CC=C2C1